C(C1=CC=CC=C1)N(C1CCN(CC1)C(=O)N1CC(C2=NC=CC=C21)(C)C)C (4-(benzyl(methyl)amino)piperidin-1-yl)(3,3-dimethyl-2,3-dihydro-1H-pyrrolo[3,2-b]pyridin-1-yl)methanone